C1=CC=C(C=C1)S(=O)(=O)C2=C(C=C(C=C2)N)N 2,4-diaminodiphenylsulfone